(2S,3S)-ethyl 3-(2-chlorothiazol-5-yl)-2,3-dihydroxypropanoate ClC=1SC(=CN1)[C@H]([C@@H](C(=O)OCC)O)O